C(#N)C=1C(OC(C1C1=CC=C(C=C1)F)(C)C)C(C#N)C#N 2-[3-cyano-4-(4-fluorophenyl)-5,5-dimethyl-5H-furan-2-yl]malononitrile